[2-(3,6-dimethoxynaphthalen-2-yl)ethynyl]trimethylsilane COC=1C(=CC2=CC=C(C=C2C1)OC)C#C[Si](C)(C)C